6-(Azetidin-1-yl)-4-fluoro-N-(2-iodobenzene-1-sulfonyl)-1-benzofuran-2-carboxamide N1(CCC1)C1=CC2=C(C=C(O2)C(=O)NS(=O)(=O)C2=C(C=CC=C2)I)C(=C1)F